[Si](C1=CC=CC=C1)(C1=CC=CC=C1)(C(C)(C)C)OC1CC(C1)CN1C(C[C@@H](C1)C1=C(C(=CC=C1O)Cl)Cl)=S |r| rac-1-(((1s,3s)-3-((tert-butyldiphenylsilyl)oxy)cyclobutyl)methyl)-4-(2,3-dichloro-6-hydroxyphenyl)pyrrolidine-2-thione